C(C)(C)(C)OC(NC(CC1CCC(CC1)S(N(C)C)(=O)=O)(C)C)=O (1-((1s,4s)-4-(N,N-dimethyl-sulfamoyl)cyclohexyl)-2-methylpropan-2-yl)carbamic acid tert-butyl ester